4-carboxy-5,8,11-tris(carboxymethyl)-1-phenyl-2-oxa-5,8,11-triazatridecane-13-oic acid C(=O)(O)C(COCC1=CC=CC=C1)N(CCN(CCN(CC(=O)O)CC(=O)O)CC(=O)O)CC(=O)O